BrCC1=CC=C2C=CN(C2=C1)S(=O)(=O)C1=CC=C(C=C1)C 6-(bromomethyl)-1-(4-methylbenzenesulfonyl)-1H-indole